C(C)OC(C(C)(C)OC(C(C)(C)C)=O)=O.O[C@@]1(C(N(CC1)C)=O)C1=NOC(=C1)C1=NC(=CC=C1)C1=NC(=NC=C1)SC (R)-3-hydroxy-1-methyl-3-(5-(6-(2-(methylthio)pyrimidin-4-yl)pyridin-2-yl)isoxazol-3-yl)pyrrolidin-2-one ethyl-α-pivaloyloxyisobutyrate